ClC1=CC=C(C(=N1)C(=O)NS(=O)(=O)C)N[C@H](C)C=1C=C(C=C2C(N(C(=NC12)C=1C=NC(=CC1)NC1=C(C=CC=C1)C)C)=O)C (R)-6-chloro-3-((1-(3,6-dimethyl-4-oxo-2-(6-(o-tolylamino)pyridin-3-yl)-3,4-dihydroquinazolin-8-yl)ethyl)amino)-N-(methylsulfonyl)picolinamide